CC(C=C(C)C1=CC=C(C=C1)O)(CC(C)(C1=CC=C(C=C1)O)C)C1=CC=C(C=C1)O 4,6-dimethyl-2,4,6-tri(4-hydroxyphenyl)hept-2-ene